NC=1C=C(C=2C3=CC=CC=C3C(NC2C1)=O)Cl 3-amino-1-chloro-5H-phenanthridin-6-one